5-[2-(dimethylamino)ethyl]-11-methylbenzo[b][1,4]benzodiazepin CN(CCN1C2=C(N=C(C3=C1C=CC=C3)C)C=CC=C2)C